[Cu].C1=C(C)C=CC(C(C)C)=C1O thymol copper salt